COC=1C=C2SC=3C=CC(=CC3NC2=CC1)C(=O)OC methyl 7-methoxy-10H-phenothiazine-2-carboxylate